C1(CCCCC1)[Si](OC)(OC)OC cyclohexyltrimethoxysilane